NC1=CC(=CC(=N1)C1=NC(=NC(=N1)NC1=CC(=CC(=C1)F)F)NC(C)C)F (6-amino-4-fluoropyridin-2-yl)-N-(3,5-difluorophenyl)-N'-isopropyl-1,3,5-triazine-2,4-diamine